ClC1=C(C(=CC=C1)F)N1C=2N(C3=C(C1=O)C=NC(=N3)NC3=CC=C(C=C3)OCCN(C)C)CCN2 6-(2-Chloro-6-fluorophenyl)-2-((4-(2-(dimethylamino)ethoxy)phenyl)amino)-8,9-dihydroimidazo[1,2-a]pyrimido[5,4-e]pyrimidin-5(6H)-one